5-(methoxymethoxy)pyridine-3-carboxamide COCOC=1C=C(C=NC1)C(=O)N